C(=C)C1=C(C=CC=C1)C=C 1,2-Divinylbenzol